N,N-ditetradecylhydroxylamine C(CCCCCCCCCCCCC)N(O)CCCCCCCCCCCCCC